4-Cyano-N-[3-(R or S)-[cyclopropyl(5,6,7,8,9,10-hexahydro-(R or S)-10-cyclopropylmethyl-4-hydroxy-2-oxo-2H-cycloocta[b]pyran-3-yl)methyl]phenyl]benzenesulfonamide C(#N)C1=CC=C(C=C1)S(=O)(=O)NC1=CC(=CC=C1)[C@H](C1=C(C2=C(OC1=O)[C@H](CCCCC2)CC2CC2)O)C2CC2 |o1:18,26|